1,1-dimethylethyl N-[(3R,4R)-3-[[[5-chloro-6-oxo-1-[1-(phenylsulfamoyl)-4-piperidyl]pyridazin-4-yl]amino]methyl]tetrahydropyran-4-yl]carbamate ClC1=C(C=NN(C1=O)C1CCN(CC1)S(NC1=CC=CC=C1)(=O)=O)NC[C@H]1COCC[C@H]1NC(OC(C)(C)C)=O